5-(2-carboxybenzoyl)-2-chlorobenzenesulfonyl chloride C(=O)(O)C1=C(C(=O)C=2C=CC(=C(C2)S(=O)(=O)Cl)Cl)C=CC=C1